ClC1=C(C(=C2N(C1=O)C(CN2CC2CCCCC2)C(=O)O)C2=CC(=CC=C2)C(F)(F)F)CC2=CC=CC1=CC=CC=C21 6-chloro-1-(cyclohexylmethyl)-7-(naphthalen-1-ylmethyl)-5-oxo-8-(3-(trifluoromethyl)phenyl)-1,2,3,5-tetrahydroimidazo[1,2-a]pyridine-3-carboxylic acid